ethyl 4-(8-(4-(tert-butoxy)-8-fluoro-2-(((2R,7aS)-2-fluorotetrahydro-1H-pyrrolizin-7a(5H)-yl)methoxy)pyrido[4,3-d]pyrimidin-7-yl)-2-fluoronaphthalen-1-yl)butanoate C(C)(C)(C)OC=1C2=C(N=C(N1)OC[C@]13CCCN3C[C@@H](C1)F)C(=C(N=C2)C=2C=CC=C1C=CC(=C(C21)CCCC(=O)OCC)F)F